2-(6-(((1R,2R,3S,5S)-2-fluoro-1,7,9-trimethyl-9-azabicyclo[3.3.1]nonan-3-yl)(methyl)amino)pyridazin-3-yl)-5-(1H-imidazol-1-yl)phenol F[C@H]1[C@]2(CC(C[C@@H](C[C@@H]1N(C1=CC=C(N=N1)C1=C(C=C(C=C1)N1C=NC=C1)O)C)N2C)C)C